C(C)(C)(C)OC(=O)N1C(C2(C1)CNC2)C2=CC=C(C=C2)C2=CC1=C(N(C(N1C)=O)C1C(NC(CC1)=O)=O)C=C2 (4-(1-(2,6-Dioxopiperidin-3-yl)-3-methyl-2-oxo-2,3-dihydro-1H-benzo[d]imidazol-5-yl)phenyl)-2,6-diazaspiro[3.3]heptane-2-carboxylic acid tert-butyl ester